C(=O)O.CNC(=O)C1=CC=C(C=C1)C=1N=C2SC3=C(N2C1)C=CC(=C3)C(=O)N[C@@H]3CN(CC3)C3CCOCC3 (S)-2-(4-(methylcarbamoyl)phenyl)-N-(1-(tetrahydro-2H-pyran-4-yl)pyrrolidin-3-yl)benzo[d]imidazo[2,1-b]thiazole-7-carboxamide formate